CS(=O)(=O)C[C@H]1NCCC1 (2S)-2-(methanesulfonylmethyl)pyrrolidine